[C@H]12COC[C@@H]2C1N (1R,5S,6r)-3-oxabicyclo[3.1.0]hexan-6-amine